7-sec-butyl-1,4-dimethyl-azulene C(C)(CC)C1=CC=C(C2=CC=C(C2=C1)C)C